BrC=1C=C2C(=CC=NC2=CC1)OC=1C=C(C=C(C1)OC)C1=NC(=NO1)C (3-((6-bromoquinolin-4-yl)oxy)-5-methoxyphenyl)-3-methyl-1,2,4-oxadiazole